2,5-dioxopyrrolidin-1-yl 8-(3-(2,5-dioxo-2,5-dihydro-1H-pyrrol-1-yl) propanamido)octanoate O=C1N(C(C=C1)=O)CCC(=O)NCCCCCCCC(=O)ON1C(CCC1=O)=O